ClC=1C=CC=C2C=C(C=C(C12)C1=C(C=C2C(=NC(=NC2=C1F)OC[C@]12CCCN2C[C@@H](C1)F)N1CC(CCC1)(O)CO)F)O 1-(7-(8-chloro-3-hydroxynaphthalen-1-yl)-6,8-difluoro-2-(((2R,7aS)-2-fluorotetrahydro-1H-pyrrolizin-7a(5H)-yl)methoxy)quinazolin-4-yl)-3-(hydroxymethyl)piperidin-3-ol